C(C=C)OC(=O)NC/C=C/CNC1=C(OCCCN2CCN(CC2)C(=O)OC(C)(C)C)C=C(C=C1[N+](=O)[O-])C(N)=O tert-butyl 4-[3-[2-[[(E)-4-(allyloxycarbonylamino)but-2-enyl]amino]-5-carbamoyl-3-nitro-phenoxy]propyl]piperazine-1-carboxylate